2-((3,5-dicyano-4-ethyl-6-(3-oxopiperazin-1-yl)pyridin-2-yl)thio)-2-phenylacetamide C(#N)C=1C(=NC(=C(C1CC)C#N)N1CC(NCC1)=O)SC(C(=O)N)C1=CC=CC=C1